BrC1=C(C=CC=C1C)NC(=S)NC(C1=CC=CC=C1)=O N-((2-bromo-3-methylphenyl)carbamothioyl)benzamide